1,4-Dihydroxy-2-butene OCC=CCO